Cl.OCCC=1C=C(C=CC1)NC(=N)N 1-(3-(2-hydroxyethyl)phenyl)guanidine hydrochloride salt